1-isopropyl-3,4-dihydropyrimido[4,5-d]pyrimidin-2(1H)-one C(C)(C)N1C(NCC=2C1=NC=NC2)=O